C(C=C)(=O)[O-].C(C=C)(=O)[O-].C1(=CC=CC=C1)[Sn+2]C1=CC=CC=C1 diphenyltin diacrylate